C(C)(C)(C)OC(=O)NCC=1C=2N(C=C(N1)C)C=C(N2)C(=O)O 8-[(tert-butoxycarbonylamino)methyl]-6-methyl-imidazo[1,2-a]pyrazine-2-carboxylic acid